(Sa)-6-(4-Chloro-1-((S)-1-(4-(6-ethoxypyridin-2-yl)phenyl)ethyl)-1H-indazol-7-carboxamido)spiro[3.3]heptan ClC1=C2C=NN(C2=C(C=C1)C(=O)NC1CC2(CCC2)C1)[C@@H](C)C1=CC=C(C=C1)C1=NC(=CC=C1)OCC